C(#N)C=1C=C(C=CC1C#N)C(C(=O)NC=1SC2=C(N1)CCCC2)C2CC(CC2)(F)F 2-(3,4-Dicyanophenyl)-2-(3,3-difluorocyclopentyl)-N-(4,5,6,7-tetrahydrobenzo[d]thiazol-2-yl)acetamide